4-[(tert-butyldiphenylsilyl)oxy]-2-(hydroxymethyl)pyrrolidine-1-carboxylate [Si](C1=CC=CC=C1)(C1=CC=CC=C1)(C(C)(C)C)OC1CC(N(C1)C(=O)[O-])CO